2-(6-((2-fluoroethyl)-(2,2,6,6-tetramethyl-piperidin-4-yl)amino)-pyridazin-3-yl)-5-(1-methyl-1H-pyrazol-4-yl)phenol FCCN(C1=CC=C(N=N1)C1=C(C=C(C=C1)C=1C=NN(C1)C)O)C1CC(NC(C1)(C)C)(C)C